C(C)(C)(C)C1=CC=C(C=C1)C=1C=2N(C3=CC=C(C=C3N1)C(=O)OC)C=C(C2)OC(F)F Methyl 4-(4-(tert-butyl)phenyl)-2-(difluoromethoxy)pyrrolo[1,2-a]quinoxaline-7-carboxylate